P(OC1=C(C=CC=C1)C(CC)(C)C)(OC1=C(C=CC=C1)C(CC)(C)C)OC1=C(C=CC=C1)C(CC)(C)C tris[2-(1,1-dimethylpropyl)-phenyl] phosphite